2-hydroxy-1-(4-((4-(2-hydroxy-2-methylpropanoyl)phenyl)methyl)phenyl)-2-methylpropan-1-one OC(C(=O)C1=CC=C(C=C1)CC1=CC=C(C=C1)C(C(C)(C)O)=O)(C)C